FC1=C2C=C(NC2=CC=C1OC1=NC=NC2=CC(=C(C=C12)OC)OC[C@@H]1C[C@H](C1)N(C)C)C trans-3-(((4-((4-fluoro-2-methyl-1H-indol-5-yl)oxy)-6-methoxyquinazolin-7-yl)oxy)methyl)-N,N-dimethylcyclobutylamine